2'-chloro-5'-methoxy-6-methyl-N-(5-(2-methyl-2-(2-oxoimidazolidin-1-yl)propoxy)-1,3,4-thiadiazol-2-yl)-(4,4'-bipyridine)-3-carboxamide ClC1=NC=C(C(=C1)C1=C(C=NC(=C1)C)C(=O)NC=1SC(=NN1)OCC(C)(N1C(NCC1)=O)C)OC